N1(N=CC=C1)C=1C=CC(=C2C=NNC12)C1=CC=C(N=N1)NC1CC(NC(C1)(C)C)(C)C 6-(7-pyrazol-1-yl-1H-indazol-4-yl)-N-(2,2,6,6-tetramethyl-4-piperidyl)pyridazin-3-amine